ClC=1N=NC(=CC1C1=C(C=CC=C1F)F)C 3-chloro-4-(2,6-difluorophenyl)-6-methylpyridazine